O1CCC(CC1)C1=NC=2C(=NC=CC2)N1 2-tetrahydropyran-4-yl-3H-imidazo[4,5-b]pyridine